COC(=O)C1=CC2=C(C=N1)C=NN2C 1-methyl-1H-pyrazolo[4,3-c]Pyridine-6-carboxylic acid methyl ester